7-(8-Cyclopropyl-2-methylimidazo[1,2-b]pyridazin-6-yl)-5-fluoro-3-(piperidin-4-yl)cinnoline C1(CC1)C=1C=2N(N=C(C1)C1=CC(=C3C=C(N=NC3=C1)C1CCNCC1)F)C=C(N2)C